BrC=1C=CC(=NC1)[C@@H](C(F)(F)F)N(C(C(C)(C)C)=O)C (S)-N-(1-(5-Bromopyridin-2-yl)-2,2,2-trifluoroethyl)-N-methylpivalamide